OC1C2C(CCC1C(CC2)=O)=O 9-hydroxybicyclo[3.3.1]nonane-2,6-dione